1-(pyridin-2-yl)-N3-(3,4,5-trimethoxyphenyl)-1H-1,2,4-triazole-3,5-diamine N1=C(C=CC=C1)N1N=C(N=C1N)NC1=CC(=C(C(=C1)OC)OC)OC